CSC(=CC(C(=O)OC)=O)SC Methyl 4,4-bis(methylthio)-2-oxo-but-3-enoate